3-[(2-furylmethylamino)methyl]-6,7-dimethyl-1H-quinolin-2-one O1C(=CC=C1)CNCC=1C(NC2=CC(=C(C=C2C1)C)C)=O